C(#N)C=1C(=CC=2C3=C(C=NC2C1)CN([C@H]3C)C(=O)OC(C)(C)C)OC tert-butyl (S)-7-cyano-8-methoxy-1-methyl-1,3-dihydro-2H-pyrrolo[3,4-c]quinoline-2-carboxylate